7-[2-Methyl-8-(trifluoromethyl)imidazo[1,2-b]pyridazin-6-yl]-2-[(8aR)-3,4,6,7,8,8a-hexahydro-1H-pyrrolo[1,2-a]pyrazin-2-yl]thiazolo[3,2-a]pyrimidin-5-on CC=1N=C2N(N=C(C=C2C(F)(F)F)C=2N=C3N(C(C2)=O)C=C(S3)N3C[C@@H]2N(CC3)CCC2)C1